1-[(4R)-4-phenyl-6,7-dihydro-4H-pyrazolo[5,1-c][1,4]oxazin-2-yl]propan-1-one C1(=CC=CC=C1)[C@H]1OCCN2C1=CC(=N2)C(CC)=O